(S,E)-tert-butyl 4-(3-(4-(2-(4-(2-(2-cyano-4,4-difluoropyrrolidin-1-yl)-2-oxoethylcarbamoyl)pyridin-3-yl)vinyl)phenoxy)propyl)piperazine-1-carboxylate C(#N)[C@H]1N(CC(C1)(F)F)C(CNC(=O)C1=C(C=NC=C1)/C=C/C1=CC=C(OCCCN2CCN(CC2)C(=O)OC(C)(C)C)C=C1)=O